5-(N-(2-((tert-butoxycarbonyl)amino)ethyl)sulfamoyl)-3,4-dimethyl-1H-pyrrole-2-carboxylic acid C(C)(C)(C)OC(=O)NCCNS(=O)(=O)C1=C(C(=C(N1)C(=O)O)C)C